C1(CC1)C[C@H](C(=O)N1CC2(CCCC2)C(CC1)(O)CN1C=C(C(=CC1=O)C1=CC=CC=C1)C(=O)N(C)C)C 1-((7-((R)-3-cyclopropyl-2-methylpropanoyl)-10-hydroxy-7-azaspiro[4.5]decan-10-yl)methyl)-N,N-dimethyl-6-oxo-4-phenyl-1,6-dihydropyridine-3-carboxamide